N-methyl-hydroxypyridone CN1C(C(=CC=C1)O)=O